hexapropyl-disilazane C(CC)[Si](N[Si](CCC)(CCC)CCC)(CCC)CCC